C(C)(C)(C)OC(C(CCOC)N1C(C=C(C(=C1)OC)C1=C(C=CC(=C1)Cl)C1=NC(=NO1)C)=O)=O 2-{4-[5-chloro-2-(3-methyl-1,2,4-oxadiazol-5-yl)phenyl]-5-methoxy-2-oxopyridin-1(2H)-yl}-4-methoxybutyric acid tert-butyl ester